O[C@@H]1C[C@H](N(C1)C(=O)OC(C)(C)C)C=1NC(=CN1)CC1=CC(=CC=C1)C1=C(N=CS1)C tert-butyl (2S,4R)-4-hydroxy-2-[5-[[3-(4-methylthiazol-5-yl)phenyl]methyl]-1H-imidazol-2-yl]pyrrolidine-1-carboxylate